OC(CN1C(C2=CC(=CC=C2C1)B1OC(C(O1)(C)C)(C)C)=O)C 2-(2-hydroxypropyl)-6-(4,4,5,5-tetramethyl-1,3,2-dioxaborolan-2-yl)-2,3-dihydro-1H-isoindol-1-one